COC1=CC=C(CNC2=NC=NN3C2=NC=C3)C=C1 4-((4-methoxybenzyl)amino)imidazo[2,1-f][1,2,4]triazine